NC1=NC=2C=CC(=CC2C2=C1C(OC2)(C)C)C(=O)N(CC2=NC=C(C=C2)C(F)(F)F)CC2(CC2)C 4-amino-3,3-dimethyl-N-((1-methylcyclopropyl)methyl)-N-((5-(trifluoromethyl)-2-pyridinyl)methyl)-1,3-dihydrofuro[3,4-c]quinoline-8-carboxamide